C(C)OC(=O)C1CC(=NN1C1=NC=CC=C1Cl)O 1-(3-chloropyridin-2-yl)-3-hydroxy-4,5-dihydro-1H-pyrazole-5-carboxylic acid ethyl ester